[2H]C1(C2(C13CC3)CC2)CCOC2=NN(C=C2)C(=O)OC(C)(C)C tert-Butyl 3-[2-(7-deuteriodispiro[2.0.2.1]heptan-7-yl)ethoxy]pyrazole-1-carboxylate